N1CCNC2C1=NCCN2 octahydropyrazino[2,3-b]pyrazine